NCCOCCOCCOCCOCCOCCOCCOCCOCCOCCOCCOCCOCCC(=O)O 1-amino-3,6,9,12,15,18,21,24,27,30,33,36-dodecaoxanonatriacontan-39-oic acid